FC=1C=C(C=C(C1OC1=C2C(=NC=C1)N(C=C2C(C)C)COCC[Si](C)(C)C)F)NC(=S)NC[C@@]2(COCC2)CO |r| (+/-)-N-(3,5-difluoro-4-{[3-(propan-2-yl)-1-{[2-(trimethylsilyl)ethoxy]methyl}-1H-pyrrolo[2,3-b]pyridin-4-yl]oxy}phenyl)-N'-{[3-(hydroxymethyl)oxolan-3-yl]methyl}thiourea